2-cyclopropyl-N-(5-(4-fluorobenzo[d][1,3]dioxol-5-yl)-1-(3-hydroxy-3-methylbutyl)-1H-pyrazolo[3,4-b]pyridin-3-yl)propenamide C1(CC1)C(C(=O)NC1=NN(C2=NC=C(C=C21)C2=C(C1=C(OCO1)C=C2)F)CCC(C)(C)O)=C